trans-2-ethylhexyl (3-phenyl-2-cyclopenten-1-ylidene)cyanoacetate C1(=CC=CC=C1)C1=CC(CC1)=C(C(=O)OCC(CCCC)CC)C#N